tetradodecyl 3,3',3'',3'''-((((6-((2-(dimethylamino)ethyl)amino)-1,3,5-triazine-2,4-diyl)bis(azanediyl))bis(propane-3,1-diyl))bis(azanetriyl))tetrapropionate CN(CCNC1=NC(=NC(=N1)NCCCN(CCC(=O)OCCCCCCCCCCCC)CCC(=O)OCCCCCCCCCCCC)NCCCN(CCC(=O)OCCCCCCCCCCCC)CCC(=O)OCCCCCCCCCCCC)C